5-(tert-butyl)-N-(3-fluoro-2-methyl-4-(pyrrolo[2,1-f][1,2,4]triazin-4-yl)benzyl)-1,2,4-oxadiazole-3-carboxamide C(C)(C)(C)C1=NC(=NO1)C(=O)NCC1=C(C(=C(C=C1)C1=NC=NN2C1=CC=C2)F)C